2-((4-bromophenyl)amino)-9-(trifluoromethyl)-7H-pyrimido[5',4':3,4]cyclopenta[1,2-c]quinolin-7-one BrC1=CC=C(C=C1)NC=1C=C2C3=C(C=NC2=CC1)C(C1=C3C=NC(=N1)C(F)(F)F)=O